BrC1=NN2C(N=C(C=C2NCC2(C(C2)C=O)C2=CC=CC=C2)C(F)(F)F)=C1 2-(((2-bromo-5-(trifluoromethyl)pyrazolo[1,5-a]pyrimidin-7-yl)amino)methyl)-2-phenylcyclopropane-1-carbaldehyde